(4R)-4-(3-Chloro-2-fluorophenyl)-5-fluoro-2-(4-fluoro-1-methyl-1H-pyrazol-3-yl)-6-{[1-(1-hydroxycyclobutane-1-carbonyl)azetidin-3-yl]amino}-4-methyl-3,4-dihydro-2,7-naphthyridin ClC=1C(=C(C=CC1)[C@]1(CN(CC2=CN=C(C(=C12)F)NC1CN(C1)C(=O)C1(CCC1)O)C1=NN(C=C1F)C)C)F